1-Benzylcyclobutyl ((2S)-1-(((2S)-4-amino-3-hydroxy-4-oxo-1-((S)-2-oxopyrrolidin-3-yl)butan-2-yl)amino)-4-methyl-1-oxopentan-2-yl)carbamate NC(C([C@H](C[C@H]1C(NCC1)=O)NC([C@H](CC(C)C)NC(OC1(CCC1)CC1=CC=CC=C1)=O)=O)O)=O